tert-Butyl (2-(3-bromo-6,7-dichloro-9-tosyl-9H-carbazol-1-yl)ethyl)carbamate BrC=1C=C(C=2N(C3=CC(=C(C=C3C2C1)Cl)Cl)S(=O)(=O)C1=CC=C(C)C=C1)CCNC(OC(C)(C)C)=O